{2-[6-(difluoromethyl)pyridin-3-yl]-2-oxoethyl}malonic acid dimethyl ester COC(C(C(=O)OC)CC(=O)C=1C=NC(=CC1)C(F)F)=O